C1(CCCCC1)NCCO 2-(Cyclohexylamino)ethanol